O1P(C=CC=C1)=O 2H-1,2-oxaphosphorin-2-oxide